5-(4-((1R,5S)-3,8-diazabicyclo[3.2.1]octan-3-yl)-2-(((S)-1-methylpyrrolidin-2-yl)methoxy)-5,6-dihydropyrido[3,4-d]pyrimidin-7(8H)-yl)-4-chloronaphthalen-2-ol [C@H]12CN(C[C@H](CC1)N2)C=2C1=C(N=C(N2)OC[C@H]2N(CCC2)C)CN(CC1)C1=C2C(=CC(=CC2=CC=C1)O)Cl